(R)-2-formylmorpholine-4-carboxylic acid methyl ester COC(=O)N1C[C@@H](OCC1)C=O